[Bi](I)(I)I bismuth Triiodide